Trichloroethane CC(Cl)(Cl)Cl